C(C)(=O)NC=1C=C(C=C(C1N(CC)CCN(C)C)F)NC=1N=C(C2=C(N1)N(C=C2)S(=O)(=O)C2=CC=C(C)C=C2)C2=CN(C1=CC=CC=C21)C(=O)OC(C)(C)C tert-butyl 3-(2-((3-acetamido-4-((2-(dimethylamino)ethyl)(ethyl)amino)-5-fluorophenyl)amino)-7-tosyl-7H-pyrrolo[2,3-d]pyrimidin-4-yl)-1H-indole-1-carboxylate